2-(2-((3R,4R)-3-Amino-4-fluoropiperidin-1-yl)-5,6-difluoro-1H-benzo[d]imidazol-1-yl)-N-methyl-N-(thiazol-2-yl)acetamid N[C@@H]1CN(CC[C@H]1F)C1=NC2=C(N1CC(=O)N(C=1SC=CN1)C)C=C(C(=C2)F)F